bis(4-(dimethylsilyl)phenyl)ether C[SiH](C1=CC=C(C=C1)OC1=CC=C(C=C1)[SiH](C)C)C